6-(p-tolyl)picolinonitrile C1(=CC=C(C=C1)C1=CC=CC(=N1)C#N)C